C(C)(=O)C1CCC(CC1)N1C(C=2C(C(=C1)C(=O)OC)=NN(C2)COCC[Si](C)(C)C)=O methyl 5-(4-acetylcyclohexyl)-4-oxo-2-{[2-(trimethylsilyl)ethoxy]methyl}-2H,4H,5H-pyrazolo[4,3-c]pyridine-7-carboxylate